O1CCCC=2C(C(C3=C(C12)C=CC=C3)=O)=O 3,4-dihydro-2H-benzo[H]chromene-5,6-dione